C(C1=CC=CC=C1)(=O)C1(NC(N([C@H]2C[C@H](OP(=O)(CCC#N)N(C(C)C)C(C)C)[C@@H](CO)O2)C=C1)=O)N 4-benzoyl-3'-O-[(N,N-diisopropylamino)-cyanoethylphosphinyl]-2'-deoxycytidine